ClC1=CC=C2C(=N1)N=C(O2)N2CCN(CC2)C(=O)C2=CC=C(C=C2)C=2N=NN(C2)CC(C)(C)F (4-(5-chlorooxazolo[4,5-b]pyridin-2-yl)piperazin-1-yl)(4-(1-(2-fluoro-2-methylpropyl)-1H-1,2,3-triazol-4-yl)phenyl)methanone